O1CCN(CC1)C1=NC=CC(=N1)NC1=CC=C(C=C1)C 2-morpholino-N-(p-tolyl)pyrimidin-4-amine